Cl.NC=1C2=C(NC(C1C1=NC=3C(=NC(=CC3)N3CCNCC3)N1)=O)SC=C2 4-amino-5-(5-(piperazin-1-yl)-3H-imidazo[4,5-b]pyridin-2-yl)thieno[2,3-b]pyridin-6(7H)-one hydrochloride